ClC1=C(CC[C@@]2(CN(CCC2)C2=CC(=C(C(=C2)F)S(=O)(=O)NC2=NC=NC=C2)F)N(C)C)C=CC(=C1)C(F)(F)F (R)-4-(3-(2-Chloro-4-(trifluoromethyl)phenethyl)-3-(dimethylamino)piperidin-1-yl)-2,6-difluoro-N-(pyrimidin-4-yl)benzenesulfonamide